5-Amino-3-tert.-butylpyrazol NC1=CC(=NN1)C(C)(C)C